Ditert-butyl malonate C(CC(=O)OC(C)(C)C)(=O)OC(C)(C)C